C(CCC)C1=NC2(C(N1CC1=CC(=C(C=C1)C1=C(C=CC=C1)S(N(COC)C1=NOC(=C1C)C)(=O)=O)COCC)=O)CN(CCC2)C(=O)OCC2=CC=CC=C2 benzyl 2-butyl-3-((2'-(N-(4,5-dimethylisoxazol-3-yl)-N-(methoxymethyl)sulfamoyl)-2-(ethoxymethyl)-[1,1'-biphenyl]-4-yl)methyl)-4-oxo-1,3,7-triazaspiro[4.5]dec-1-ene-7-carboxylate